6-Methyl-3-oxo-2,3-dihydropyridazine CC=1C=CC(NN1)=O